(S)-1-(6-((4-chloro-2-fluorobenzyl)oxy)pyridin-2-yl)-3-methylpiperazine TFA salt OC(=O)C(F)(F)F.ClC1=CC(=C(COC2=CC=CC(=N2)N2C[C@@H](NCC2)C)C=C1)F